NC[C@H]1C[C@@H](CCC1)CNC1=NN(C(=C1)C1=CC(=C(C#N)C=C1)F)C1=CC=C(C=C1)OC 4-(3-((((1R,3R)-3-(aminomethyl)cyclohexyl)methyl)amino)-1-(4-methoxyphenyl)-1H-pyrazol-5-yl)-2-fluorobenzonitrile